trimethyl(1-methyleneallyloxy)silane C[Si](OC(C=C)=C)(C)C